tert-butyl ((S)-1-oxo-1-(((S)-3-oxo-1-((S)-2-oxopyrrolidin-3-yl)-4-(2,3,5,6-tetrafluorophenoxy)butan-2-yl)amino)-3-(pyridin-2-yl)propan-2-yl)carbamate O=C([C@H](CC1=NC=CC=C1)NC(OC(C)(C)C)=O)N[C@@H](C[C@H]1C(NCC1)=O)C(COC1=C(C(=CC(=C1F)F)F)F)=O